N-(3-(trifluoromethyl)phenyl)-4-(1-((2-(trimethylsilyl)ethoxy)methyl)-1H-imidazo[4,5-b]pyridin-6-yl)-1,3,5-triazin-2-amine FC(C=1C=C(C=CC1)NC1=NC=NC(=N1)C=1C=C2C(=NC1)N=CN2COCC[Si](C)(C)C)(F)F